NC1=NN=C(C2=CC(=CC=C12)C=1C=C(C=CC1OCCOCCOCCOCCOCCOCCOC)B(O)O)C [3-(1-AMINO-4-METHYLPHTHALAZIN-6-YL)-4-[2-[2-[2-[2-[2-(2-METHOXYETHOXY)ETHOXY]ETHOXY]ETHOXY]ETHOXY]ETHOXY]PHENYL]BORONIC ACID